2-(4-(2-(5-chloro-1,4-dimethyl-6-oxo-1,6-dihydropyridin-3-yl)-3-isopropyl-1H-indol-5-yl)piperidin-1-yl)acetonitrile ClC1=C(C(=CN(C1=O)C)C=1NC2=CC=C(C=C2C1C(C)C)C1CCN(CC1)CC#N)C